ClC1=CC(=NC(=N1)C1=CC=CC=C1)C(=O)NC1=NN(C(C=C1)=O)C 6-Chloro-N-(1-methyl-6-oxo-1,6-dihydropyridazin-3-yl)-2-phenylpyrimidine-4-carboxamide